COC(CC=C)=O methyl-3-butenoate